C[N+](CC)(C)C trimethylethan-1-ylammonium